5-Methyl-8-[(3R)-3-methyl-4-{[2-(trifluoromethoxy)phenyl]methyl}piperazin-1-yl]-6-oxo-5,6-dihydro-1,5-naphthyridin-2,7-dicarbonitril CN1C=2C=CC(=NC2C(=C(C1=O)C#N)N1C[C@H](N(CC1)CC1=C(C=CC=C1)OC(F)(F)F)C)C#N